N-(3-glycyl-2-methoxyl-5-phenoxyphenyl)methanesulfonamide NCC(=O)C=1C(=C(C=C(C1)OC1=CC=CC=C1)NS(=O)(=O)C)OC